NC(C(=O)[O-])Cl amino-2-chloroacetate